C(OC[C@H](C(=O)N[C@@H](CCCC1=CC=CC=C1)B(O)O)NC(=O)C1=NC=CN=C1)([2H])([2H])[2H] ((R)-1-((R)-3-(methoxy-d3)-2-(pyrazine-2-carboxamido)propanamido)-4-phenylbutyl)boronic acid